N-(2,2'-bipyridin-3-yl)-N-(3-methoxy-4-(tetrahydro-2H-pyran-4-yl)phenyl)Pyrimidine-2,4-diamine N1=C(C(=CC=C1)N(C1=NC=CC(=N1)N)C1=CC(=C(C=C1)C1CCOCC1)OC)C1=NC=CC=C1